C(C)OP(=O)(OCC)CCCCCCCCCCCOC1=C(C(=C(C=C1)C1OCCCC1)F)F [4-(11-diethoxyphosphoryl-undecyloxy)-2,3-difluoro-phenyl]tetrahydropyran